O[C@H]1[C@@H](O[C@@H]([C@H]1O)CO)C=1C=NCN(C1)C1CNCC1 5-((2S,3R,4S,5R)-3,4-dihydroxy-5-(hydroxymethyl)tetrahydrofuran-2-yl)-1-(pyrrolidin-3-yl)pyrimidine